Ethyl 4-{[(1S,2S)-2-hydroxy-2,3-dihydro-1H-inden-1-yl]amino}-2-{[3-methyl-4-(methylsulfonyl)phenyl]amino}pyrimidine-5-carboxylate O[C@@H]1[C@H](C2=CC=CC=C2C1)NC1=NC(=NC=C1C(=O)OCC)NC1=CC(=C(C=C1)S(=O)(=O)C)C